BrC1=C(N=NC(=C1)Cl)NC(=O)C=1OC(=CC1)C N-(4-bromo-6-chloropyridazin-3-yl)-5-methylfuran-2-carboxamide